2,6-diazaspiro[3.4]octane-8-carboxylate C1NCC12CNCC2C(=O)[O-]